[(3S)-1-[4-[(5-Cyclopropyl-1H-pyrazol-3-yl)amino]pyrimidin-2-yl]-3-methyl-3-piperidyl]methanol C1(CC1)C1=CC(=NN1)NC1=NC(=NC=C1)N1C[C@@](CCC1)(C)CO